tropylium tetrakis(2,3,5,6-tetrafluorophenyl)borate FC1=C(C(=C(C=C1F)F)F)[B-](C1=C(C(=CC(=C1F)F)F)F)(C1=C(C(=CC(=C1F)F)F)F)C1=C(C(=CC(=C1F)F)F)F.[CH+]1C=CC=CC=C1